CC=1C(C2=CC=CC=C2C(C1)=O)=O 2-methyl-(1,4)naphthoquinone